(2R,3R,4S)-1-[(dibutylcarbamoyl)methyl]-2-(p-methoxyphenyl)-4-[3,4-(methylenedioxy)phenyl]-3-pyrrolidinecarboxylic acid, monohydrochloride Cl.C(CCC)N(C(=O)CN1[C@H]([C@@H]([C@H](C1)C1=CC2=C(C=C1)OCO2)C(=O)O)C2=CC=C(C=C2)OC)CCCC